C1(=CC=CC2=CC=CC=C12)C=1C=C(NC1)C(=O)OC methyl 4-(naphthalen-1-yl)-1H-pyrrole-2-carboxylate